NC1=C2C(=NC=N1)N(N=C2C2=CC=C1C=C(NC1=C2)C(=O)NCCF)C(C)(C)C 6-(4-amino-1-tert-butyl-pyrazolo[3,4-d]pyrimidin-3-yl)-N-(2-fluoroethyl)-1H-indole-2-carboxamide